ClC1=C(C(=CC=C1Cl)OC)C1=CC(CC1)=O 3-(2,3-dichloro-6-methoxyphenyl)cyclopent-2-en-1-one